C(C1=CC=CC=C1)OCC1=C(C(=CC=C1)C)Br 1-(benzyloxymethyl)-2-bromo-3-methyl-benzene